8-(2-((2S,3R)-3-hydroxy-2-methylazetidin-1-yl)-6,7-dihydro-5H-cyclopenta[d]pyrimidin-4-yl)-3,4-dihydrobenzo[f][1,4]oxazepin-5(2H)-one O[C@H]1[C@@H](N(C1)C=1N=C(C2=C(N1)CCC2)C2=CC1=C(C(NCCO1)=O)C=C2)C